[O-2].[O-2].[K+].[Fe+3] Potassium ferrate